C(#N)C1=CC(=C(C=C1)NS(=O)(=O)C1=CNC=2CC(CCC12)C(F)(F)F)F (+)-N-(4-cyano-2-fluorophenyl)-6-(trifluoromethyl)-4,5,6,7-tetrahydro-1H-indole-3-sulfonamide